perfluoro(ethyl vinyl) ether FC(=C(C(C(F)(F)F)(F)F)F)OC(=C(F)C(C(F)(F)F)(F)F)F